OCC1(CC1)CNC(=O)C=1C=NC2=CC=C(C=C2C1NC(C)C)C=1C=NNC1 N-((1-(hydroxymethyl)cyclopropyl)methyl)-4-(isopropylamino)-6-(1H-pyrazol-4-yl)quinoline-3-carboxamide